(2-chloro-6-nitrophenyl)piperidine 2-Cyanoethyl-N,N-diisopropylchlorophosphoramidite C(#N)CCOP(N(C(C)C)C(C)C)Cl.ClC1=C(C(=CC=C1)[N+](=O)[O-])N1CCCCC1